(2S)-2-[(3R)-1-tert-Butoxycarbonylpyrrolidin-3-yl]-3-[3-[3-[3-[(2S)-2-[(3R)-1-tert-Butoxycarbonylpyrrolidin-3-yl]-2-carboxyethyl]phenyl]-2-oxo-benzimidazol-1-yl]phenyl]propionic acid C(C)(C)(C)OC(=O)N1C[C@H](CC1)[C@@H](C(=O)O)CC1=CC(=CC=C1)N1C(N(C2=C1C=CC=C2)C2=CC(=CC=C2)C[C@H](C(=O)O)[C@@H]2CN(CC2)C(=O)OC(C)(C)C)=O